CC1=CC=CC2=C1N=C(S2)SN Methyl-2-benzothiazolesulfenamide